COC1=C(C=C(C(=C1)Br)OC)CCCN 2,5-dimethoxy-4-bromophenylpropylamine